(6-aminopyridin-2-yl)-N2-(2-(trifluoromethyl)pyridin-4-yl)-N4-(1,1,1-trifluoropropan-2-yl)-1,3,5-triazine-2,4-diamine NC1=CC=CC(=N1)C1=NC(=NC(=N1)NC1=CC(=NC=C1)C(F)(F)F)NC(C(F)(F)F)C